[Sn].[Cl] chlorine tin